ClC=1C=C2[C@@H](C[C@@H](OC2=CC1)C(=O)NN1CCC(CC1)C(=O)NC1=NC2=CC=C(C=C2C=C1)Cl)O 1-((2R,4R)-6-chloro-4-hydroxychroman-2-carboxamido)-N-(6-chloroquinolin-2-yl)piperidine-4-carboxamide